ethyl 1-hydroxy-7-methoxy-4-methylphthalazine-6-carboxylate OC1=NN=C(C2=CC(=C(C=C12)OC)C(=O)OCC)C